2-fluoro-4-(2-(4-fluorobenzyl)-2H-tetrazol-5-yl)-N-(2-hydroxyethyl)benzenesulfonamide FC1=C(C=CC(=C1)C=1N=NN(N1)CC1=CC=C(C=C1)F)S(=O)(=O)NCCO